ClC=1SC(=CC1CC[N+](C)(C)C)Cl 2-(2,5-dichlorothiophen-3-yl)-N,N,N-trimethylethan-1-aminium